n-propyl besylate S(=O)(=O)(OCCC)C1=CC=CC=C1